FC(CNC(=O)C1=CN=C2N1C=C(C=C2)C2=CNC1=NC=C(C=C12)C(NC=1C=NC(=CC1)N1CCN(CC1)C)=O)F N-(2,2-difluoroethyl)-6-(5-((6-(4-methylpiperazin-1-yl)pyridin-3-yl)carbamoyl)-1H-pyrrolo[2,3-b]pyridin-3-yl)imidazo[1,2-a]pyridine-3-carboxamide